2-(2-(((tert-butyldimethylsilyl)oxy)methyl)-3-fluoropyridin-4-yl)-2-oxoethyl (8aR)-7-(3-chloro-2-fluoro-6-(1H-tetrazol-1-yl)phenyl)-5-oxooctahydroindolizine-3-carboxylate ClC=1C(=C(C(=CC1)N1N=NN=C1)C1CC(N2C(CC[C@@H]2C1)C(=O)OCC(=O)C1=C(C(=NC=C1)CO[Si](C)(C)C(C)(C)C)F)=O)F